(5-(6-chloro-3-(1H-imidazol-1-yl)-5-methoxy-1-methyl-1H-indol-2-yl)-1H-1,2,4-triazol-3-yl)ethan-1-ol ClC1=C(C=C2C(=C(N(C2=C1)C)C1=NC(=NN1)C(C)O)N1C=NC=C1)OC